C(CCCCCCCC(CCCCCCCC)C(=O)O)C(=O)O 1,9-heptadecanedicarboxylic acid